[N+](=O)([O-])C1=C(C=O)C=C(C=C1)C(F)(F)F 2-nitro-5-(trifluoromethyl)benzaldehyde